C(CS)C(C(=O)O)N The molecule is a sulfur-containing amino acid consisting of a glycine core with a 2-mercaptoethyl side-chain. It has a role as a fundamental metabolite. It is a sulfur-containing amino acid, a member of homocysteines and a non-proteinogenic alpha-amino acid. It is a conjugate acid of a homocysteinate. It is a tautomer of a homocysteine zwitterion.